1-(6,7-dimethoxyquinolin-4-yl)piperidin-4-amine hydrogen chloride Cl.COC=1C=C2C(=CC=NC2=CC1OC)N1CCC(CC1)N